3-[5-(1,5-naphthyridin-2-yl)-1-oxo-2,3-dihydro-1H-isoindol-2-yl]piperidine-2,6-dione N1=C(C=CC2=NC=CC=C12)C=1C=C2CN(C(C2=CC1)=O)C1C(NC(CC1)=O)=O